C(C)(C)(C)OC(=O)N1C(=NC2=C1C=CC=C2)CN2C(C(=CC=C2)NC([C@H](CC\C=C\C(=O)N)NC(=O)OCCOC)=O)=O (S,E)-tert-Butyl-2-((3-(7-amino-2-(((2-methoxyethoxy)carbonyl)amino)-7-oxohept-5-enamido)-2-oxopyridin-1(2H)-yl)methyl)-1H-benzo[d]imidazol-1-carboxylat